COC1=NN=C(S1)NC(C1=CN=C(C=C1)C)=O N-(5-methoxy-1,3,4-thiadiazol-2-yl)-6-methylnicotinamide